ClC1=C2NS(C=3C(=C(C=C(C(OCC4=CC(=NC=C4C(S1)=C2)OC)=O)C3)Cl)O)(=O)=O 5,19-dichloro-20-hydroxy-11-methoxy-2,2-dioxo-15-oxa-2λ6,6-dithia-3,10-diazatetracyclo[15.3.1.14,7.08,13]docosa-1(21),4,7(22),8,10,12,17,19-octaen-16-one